4-(3-chloro-2-fluoroanilino)-7-methoxyquinazolin-6-ol ClC=1C(=C(NC2=NC=NC3=CC(=C(C=C23)O)OC)C=CC1)F